(2R,5S)-5-(4-chlorobenzyl)-4-(4-(5-cyano-1-methyl-1H-pyrrol-3-yl)cyclohexyl)morpholine-2-carboxylic acid hydrochloride Cl.ClC1=CC=C(C[C@H]2CO[C@H](CN2C2CCC(CC2)C2=CN(C(=C2)C#N)C)C(=O)O)C=C1